N-(3-fluoro-4-((2-(5-(((2-methoxyethyl)amino)methyl)pyridin-2-yl)thieno[3,2-b]pyridin-7-yl)oxy)phenyl)-1-(4-fluorophenyl)-5-(methylsulfonyl)-1H-pyrazole-3-carboxamide FC=1C=C(C=CC1OC1=C2C(=NC=C1)C=C(S2)C2=NC=C(C=C2)CNCCOC)NC(=O)C2=NN(C(=C2)S(=O)(=O)C)C2=CC=C(C=C2)F